C(C1=CC=CC=C1)N1[C@H]2C(CN([C@H]2C1)C(=O)OC(C)(C)C)(C(=O)O)C (1S,5S)-6-benzyl-2-(tert-Butoxycarbonyl)-4-methyl-2,6-diazabicyclo[3.2.0]heptane-4-carboxylic acid